C[SiH](O[Si](C)(C)O[SiH](C)C)C1=CC=CC=C1 methylphenyl-[(dimethylsiloxy)dimethyl-siloxy]silane